2,2-dimethyl-biphenyl CC1(C(=CC=CC1)C1=CC=CC=C1)C